OC=1C(=C2C(=C(N(C2=CC1)C1=CC(=CC=C1)OC)C)C(=O)OCC)CN1CCCCC1 ethyl 5-hydroxy-1-(3-methoxyphenyl)-2-methyl-4-(piperidin-1-ylmethyl)-1H-indole-3-carboxylate